[Pd+2].[Pd+2].[Pd+2].[Pd+2].[Si](C)(C)(C(C)(C)C)NC[C@H](CN1[NH+]=CC=C1)O[Si](C)(C)C(C)(C)C 1-((S)-3-((tert-butyldimethylsilyl)amino)-2-((tert-butyldimethylsilyl)oxy)propyl)-1H-pyrazole-2-ium tetrapalladium